N-(5-fluoropyridin-2-yl)trimethylacetamide FC=1C=CC(=NC1)NC(C(C)(C)C)=O